CC1C(CCC1)C(=O)O 2-methylcyclopentylcarboxylic acid